C(CCCCCCC)N1N=NC2=C1C=CC=C2 octyl-1H-benzotriazole